3-(2-bromo-4-methylphenyl)propanoyl chloride BrC1=C(C=CC(=C1)C)CCC(=O)Cl